SCCSC1=C(C(=CC(=C1)SCCS)SCCS)SCCS 1,2,3,5-tetrakis(2-mercaptoethylthio)benzene